[Si](C)(C)(C(C)(C)C)OCCC([C@@H](C(=O)N1[C@@H](C[C@H](C1)O)C(N[C@@H](C)C1=CC=C(C=C1)C#C)=O)NC(OC(C)(C)C)=O)(C)C Tert-butyl ((S)-5-((tert-butyldimethylsilyl)oxy)-1-((2S,4R)-2-(((S)-1-(4-ethynylphenyl)ethyl)carbamoyl)-4-hydroxypyrrolidin-1-yl)-3,3-dimethyl-1-oxopentan-2-yl)carbamate